ClC1=CC(=C(C=C1)N1C(C(N(C(C1)=O)CC1=CC=C(C=C1)C(F)(F)F)(C)C)=O)F 1-(4-chloro-2-fluorophenyl)-3,3-dimethyl-4-(4-(trifluoromethyl)benzyl)piperazine-2,5-dione